trihydroxy-methoxyflavanone OC1=C2C(C(C(OC2=CC=C1)(C1=CC=CC=C1)OC)(O)O)=O